CC(CO)(CC1=CC(=CC=C1)C)C 2,2-dimethyl-3-(3-methylphenyl)-propan-1-ol